N[C@H]1C2N(CC1CC2)C(=O)C2=CC1=C(N(C(=N1)C1=CC=3C(=NC(=CC3)C=3C=C4C=CC(=NC4=NC3)O)N1CC1CC1)C)C(=C2)OC 6-(2-{5-[(7R)-7-amino-2-azabicyclo[2.2.1]heptane-2-carbonyl]-7-methoxy-1-methyl-1H-1,3-benzodiazol-2-yl}-1-(cyclopropylmethyl)-1H-pyrrolo[2,3-b]pyridin-6-yl)-1,8-naphthyridin-2-ol